4-isopropylpyridazin C(C)(C)C1=CN=NC=C1